C1(=CC=C(C=C1)B(O)O)C=1C(=CC=CC1)C1=CC=CC=C1 [1,1':2',1''-terphenyl]-4-ylboronic acid